OC=1C=C(C=C(C1O)O)C=CC1=CC=C(C(=C1)O)O 3,4,4',5,5'-pentahydroxystilbene